2-trifluoromethyl-2H-benzopyran-3-carboxylic acid ethyl ester C(C)OC(=O)C=1C(OC2=C(C1)C=CC=C2)C(F)(F)F